ClC=1C=C(C=2N(N1)C(=CN2)C(=O)N[C@H]2[C@@H](CC2)OCC)N(C)CC2=CC=C(C=C2)OC 6-chloro-N-((1R,2R)-2-ethoxycyclobutyl)-8-((4-methoxybenzyl)(methyl)amino)imidazo[1,2-b]pyridazine-3-carboxamide